FC1=C(C=CC(=C1)F)[C@@H]1N(OCC1)C1=CC(=NC=N1)NC1=C(C=C(C=C1)N1CCC(CC1)N1CCN(CC1)C)OC (R)-6-(3-(2,4-difluorophenyl)isoxazolidin-2-yl)-N-(2-methoxy-4-(4-(4-methylpiperazin-1-yl)piperidin-1-yl)phenyl)pyrimidin-4-amine